ClC1=C(C=CC(=C1)OCC=1C(=NOC1C1CC1)C1=C(C=CC=C1Cl)Cl)C#CC=1C=C(C(=O)OC)C=CC1F methyl 3-((2-chloro-4-((5-cyclopropyl-3-(2,6-dichlorophenyl) isoxazol-4-yl) methoxy) phenyl) ethynyl)-4-fluorobenzoate